1-(5-bromo-2,3-dihydro-1H-indene-2-carbonyl)indoline-6-sulfonamide BrC=1C=C2CC(CC2=CC1)C(=O)N1CCC2=CC=C(C=C12)S(=O)(=O)N